6-chloro-N-(2,4-difluorophenyl)-1H-pyrrolo[2,3-b]pyridine-3-sulfonamide ClC1=CC=C2C(=N1)NC=C2S(=O)(=O)NC2=C(C=C(C=C2)F)F